asparaginyl-theanine N[C@@H](CC(N)=O)C(=O)N[C@@H](CCC(=O)NCC)C(=O)O